NC1CCN(C2=C(C=CC=C12)OC)C(=O)OC(C)(C)C tert-butyl 4-amino-8-methoxy-3,4-dihydro-2H-quinoline-1-carboxylate